CN(CCCCCCCCN(CCCCCC)C(CCCCC(=O)OCC(CCCCCCCC)CCCCCC)=O)CCCCCCCCN(CCCCCC)C(CCCCC(=O)OCC(CCCCCCCC)CCCCCC)=O Bis(2-Hexyldecyl) 6,6'-(((Methylazanediyl)Bis(Octane-8,1-Diyl))Bis(Hexylazanediyl))Bis(6-Oxohexanoate)